C1(CC1)C1=CC(=NN1C)NC([C@H](C1=CC=C(C=C1)C=1N=NN(N1)C)[C@@H]1CC(CC1)(F)F)=O (S)-N-(5-Cyclopropyl-1-methyl-1H-pyrazol-3-yl)-2-((S)-3,3-difluorocyclopentyl)-2-(4-(2-methyl-2H-tetrazol-5-yl)phenyl)acetamide